4-[(1S)-1-[(2-amino-6-methyl-pyrimidin-4-yl)amino]ethyl]benzoic acid NC1=NC(=CC(=N1)N[C@@H](C)C1=CC=C(C(=O)O)C=C1)C